2-(3,5-dichloro-4-((6-hydroxy-2'-methyl-[1,1'-biphenyl]-3-yl)methyl)phenoxy)-N-methylacetamide ClC=1C=C(OCC(=O)NC)C=C(C1CC=1C=C(C(=CC1)O)C1=C(C=CC=C1)C)Cl